1-(4-chlorophenyl)-2-iodoethane-1-one ClC1=CC=C(C=C1)C(CI)=O